O=C1CCC(CC1)CNC(C)=O N-((4-oxocyclohexyl)methyl)acetamide